ClC=1C(=C2C=NNC2=CC1C)C=1C(=NN(C1C)C1CC2(C=NC2=O)C1)C=1C=C2C=NN(C2=CC1)C 6-(4-(5-chloro-6-methyl-1H-indazol-4-yl)-5-methyl-3-(1-methyl-1H-indazol-5-yl)-1H-pyrazol-1-yl)-2-azaspiro[3.3]hept-2-en-1-one